C(OC(C)N1N=C(C(=C(C1=O)C(C([2H])([2H])[2H])(C([2H])([2H])[2H])[2H])[2H])OC1=C(C=C(C=C1Cl)N1N=C(C(NC1=O)=O)C#N)Cl)(OC(C)C)=O 1-(3-(2,6-dichloro-4-(6-cyano-3,5-dioxo-4,5-dihydro-1,2,4-triazin-2(3H)-yl)phenoxy)-6-oxo-5-(propan-2-yl-d7)pyridazin-1(6H)-yl-4-d)ethyl isopropyl carbonate